ethyl 3-(5-(3-((4-chlorobenzyl) amino) phenyl)-3-hydroxypicolinamido)-2,2-dimethylpropionate ClC1=CC=C(CNC=2C=C(C=CC2)C=2C=C(C(=NC2)C(=O)NCC(C(=O)OCC)(C)C)O)C=C1